OC1=C(C2=CC=CC=C2C=C1O)C1=C(C(=CC2=CC=CC=C12)O)O 2,3,2',3'-tetrahydroxy-1,1'-binaphthyl